N-(6,1'-dihydroxy-[1,2']binaphthyl-4'-yl)-4-methoxy-benzenesulfonamide OC=1C=C2C=CC=C(C2=CC1)C1=C(C2=CC=CC=C2C(=C1)NS(=O)(=O)C1=CC=C(C=C1)OC)O